6-(pyridin-2-yl)-N-(pyridin-4-yl)-8,9-dihydroimidazo[1',2':1,6]pyrido[2,3-d]pyrimidin-2-amine N1=C(C=CC=C1)C1=CC2=C(N=C(N=C2)NC2=CC=NC=C2)N2C1=NCC2